OC1(CCC(CC1)CC(=O)NCC1=CC(=NC=C1)OCC(F)(F)F)C 2-((1r,4r)-4-Hydroxy-4-methylcyclohexyl)-N-((2-(2,2,2-trifluoroethoxy)pyridin-4-yl)methyl)acetamide